4-((2-(2-(tert-butoxy)-2-oxoethoxy)acetamido)methyl)-13,13-dimethyl-7,11-dioxo-3,9,12-trioxa-6-azatetradecanoic acid C(C)(C)(C)OC(COCC(=O)NCC(OCC(=O)O)CNC(COCC(OC(C)(C)C)=O)=O)=O